3-fluoro-6,7-dimethyl-5,11-dihydro-10H-dibenzo[b,f]azepin-10-one FC=1C=CC2=C(NC3=C(C(C2)=O)C=CC(=C3C)C)C1